2-(16-(tert-butoxycarbonyl)-1,4,10,13-tetraoxa-7,16-diazacyclooctadecane-7-yl)acetic acid C(C)(C)(C)OC(=O)N1CCOCCOCCN(CCOCCOCC1)CC(=O)O